methyl (1r,4r)-4-(3-chloroanilino)-2'-(3-hydroxy-2-methylbutyl)spiro[cyclohexane-1,1'-indene]-4-carboxylate ClC=1C=C(NC2(CCC3(C(=CC4=CC=CC=C34)CC(C(C)O)C)CC2)C(=O)OC)C=CC1